(R)-2-hydroxy-2-phenyl-2-cyclopentyl-ethanol p-toluenesulfonate CC1=CC=C(C=C1)S(=O)(=O)OC[C@@](C1CCCC1)(C1=CC=CC=C1)O